3-((3-chloro-5-ethylpyrazolo[1,5-a]pyrimidin-6-yl)oxy)-2-methylbutan-2-ol ClC=1C=NN2C1N=C(C(=C2)OC(C(C)(O)C)C)CC